6-[(7S)-2-{3-[3-(3-Methylpyridin-2-yl)phenyl]-1H-pyrazolo[3,4-b]pyridin-5-yl}-6,7,8,9-tetrahydro-5H-benzo[7]annulen-7-yl]-3-oxa-6-azabicyclo[3.1.1]heptane CC=1C(=NC=CC1)C=1C=C(C=CC1)C1=NNC2=NC=C(C=C21)C=2C=CC1=C(CC[C@H](CC1)N1C3COCC1C3)C2